N=1C=NN2C1C=CC(=C2)C2=CNC=1N=C(N=CC12)NC1CC(C1)(O)C (1r,3r)-3-((5-([1,2,4]triazolo[1,5-a]pyridin-6-yl)-7H-pyrrolo[2,3-d]pyrimidin-2-yl)amino)-1-methylcyclobutan-1-ol